FC=1C=C(C#N)C=CC1COC=1C=NN(C1)C1CCNCC1 3-fluoro-4-[[1-(4-piperidyl)pyrazol-4-yl]oxymethyl]benzonitrile